C(C)C1=CC(CC(O1)=O)=O 6-ethyl-pyran-2,4-dione